2-(1-Cyclopropylpyrazol-4-yl)-5-ethylsulfonyl-1-methyl-imidazole-4-carboxylic acid C1(CC1)N1N=CC(=C1)C=1N(C(=C(N1)C(=O)O)S(=O)(=O)CC)C